ClC1=C(C=C(COC2=NC=C(C(=C2)O)C=2NC=C(C2)C(F)(F)F)C=C1)F 2-((4-chloro-3-fluorobenzyl)oxy)-5-(4-(trifluoromethyl)-1H-pyrrol-2-yl)pyridin-4-ol